The molecule is a thiocarboxamide consiting of acetamide having the oxygen replaced by sulfur. It has a role as a hepatotoxic agent. It derives from an acetamide. CC(=S)N